FC(C1=CC=C(C=C1)NC1=C(C=CC=C1)C1=NN=C(O1)C(CCO)(C)O)(F)F 3-(5-(2-((4-(trifluoromethyl)phenyl)amino)phenyl)-1,3,4-oxadiazol-2-yl)butane-1,3-diol